C(CCCC)(=O)OCC(COC(CCCC)=O)OC(NC1=C2N=CN(C2=NC(=N1)F)[C@@H]1O[C@@]([C@H](C1)OC(C)=O)(CO)C#C)=O 2-(((9-((2R,4S,5R)-4-acetoxy-5-ethynyl-5-(hydroxymethyl)tetrahydrofuran-2-yl)-2-fluoro-9H-purin-6-yl)carbamoyl)oxy)propane-1,3-diyl dipentanoate